1-Methyl-5-((4-methylbenzyl)oxy)indole-2,3-dione CN1C(C(C2=CC(=CC=C12)OCC1=CC=C(C=C1)C)=O)=O